ClC1=CC=CC2=C1C(C1=NC=CC=C1CO2)N(C=2N(C(C(=C(N2)C(=O)NC=2C=NOC2)O)=O)CCO)C 2-((10-chloro-5,11-dihydrobenzo[6,7]oxepino[4,3-b]pyridin-11-yl)(methyl)amino)-5-hydroxy-1-(2-hydroxyethyl)-N-(isoxazol-4-yl)-6-oxo-1,6-dihydropyrimidine-4-carboxamide